2-(1-Amino-5-aza-spiro[2.4]hept-5-yl)-5-(2,3-dichloro-phenyl)-6-methyl-pyrimidine-4-carboxylic acid amide NC1CC12CN(CC2)C2=NC(=C(C(=N2)C(=O)N)C2=C(C(=CC=C2)Cl)Cl)C